(-)-7-Phenyl-2-(m-tolyl)-4,5,6,7-tetrahydropyrazolo[1,5-a]pyrimidine C1(=CC=CC=C1)C1CCNC=2N1N=C(C2)C=2C=C(C=CC2)C